NCCC(=O)N1[C@@H](C[C@@H](O)C1)C(=O)C(C1=CC=CC=C1)[N-]C(CCC(N)N)=O beta-Alanyl-Hydroxyprolyldiaminobutyroyl-Benzylamide